2-chloro-N-(4-((E)-2-(2-(((1r,4r)-4-(dimethylamino)cyclohexyl)amino)pyrimidin-5-yl)vinyl)phenyl)benzenesulfonamide ClC1=C(C=CC=C1)S(=O)(=O)NC1=CC=C(C=C1)\C=C\C=1C=NC(=NC1)NC1CCC(CC1)N(C)C